COCCNC(=O)C(=O)O [(2-METHOXYETHYL)CARBAMOYL]FORMIC ACID